COC1(CC(C1)C(C(C)C)N1CC2(C1)CN(CC2)C(=O)OCC2=CC=CC=C2)OC benzyl 2-(1-(3,3-dimethoxycyclobutyl)-2-methylpropyl)-2,6-diazaspiro[3.4]octane-6-carboxylate